[(3R)-3-{[6-(4-hydroxy-1-benzothiophen-5-yl)-5-methylpyridazin-3-yl]amino}piperidin-1-yl]acetic acid OC1=C(C=CC2=C1C=CS2)C2=C(C=C(N=N2)N[C@H]2CN(CCC2)CC(=O)O)C